NCCOC(C(=C)C)=O.O water aminoethyl-methacrylate